BrC1=CC=C(C=C1)N1N=C(C(=C1)[C@H]1O[C@@H](C(N1CCC1=CC=C(C=C1)NC(C)=O)=O)C)C1=CC=C(C=C1)F N-(4-(2-((2R,5R)-2-(1-(4-bromophenyl)-3-(4-fluorophenyl)-1H-pyrazol-4-yl)-5-methyl-4-oxooxazolidin-3-yl)ethyl)phenyl)acetamide